FC(OC1=NC2=CC(=CC(=C2N=C1)C=1SC2=C(N1)CCC2)C)F 2-(2-(difluoromethoxy)-7-methylquinoxalin-5-yl)-5,6-dihydro-4H-cyclopenta[d]thiazole